C(CCC)OC(C(=O)CC(C)=O)(OCCCC)OCCCC.[Ti] titanium tri-n-butoxymonoacetylacetone